(R)-1'-(6-((2-amino-3-chloropyridin-4-yl)thio)-1,2,4-triazin-3-yl)-5-chloro-1,3-dihydrospiro[indene-2,4'-piperidin]-1-amine NC1=NC=CC(=C1Cl)SC1=CN=C(N=N1)N1CCC2(CC1)[C@H](C1=CC=C(C=C1C2)Cl)N